C(C=C)(=O)N1C[C@H](CCC1)C1=C2C(=C(NC2=C(C(=C1F)F)C(=O)N)C)Cl (R)-4-(1-acryloylpiperidin-3-yl)-3-chloro-5,6-difluoro-2-methyl-1H-indole-7-carboxamide